((1-methyl-1H-pyrazol-3-yl)amino)-4-((2-(N-methyl-methanesulfonamido)-4-morpholinophenyl)amino)-nicotinamide CN1N=C(C=C1)NC1=C(C(=O)N)C(=CC=N1)NC1=C(C=C(C=C1)N1CCOCC1)N(S(=O)(=O)C)C